(5-(5-(2-(methyl-d3)morpholinyl)benzo[d]oxazol-2-yl)-8-(methylamino)-2,7-naphthyridin-3-yl)cyclopropanecarboxamide C(C1CN(CCO1)C=1C=CC2=C(N=C(O2)C2=C3C=C(N=CC3=C(N=C2)NC)C2(CC2)C(=O)N)C1)([2H])([2H])[2H]